2,6-di-tert-butyl-hydroxytoluene C(C)(C)(C)C1=C(CO)C(=CC=C1)C(C)(C)C